C1(C=CC(N1)=O)=O maleimide